6-((1-acryloyl-3-(2,3-dichloro-6-fluorophenyl)pyrrolidin-3-yl)amino)-8-fluoro-3-(methyl-d3)quinazolin-4(3H)-one C(C=C)(=O)N1CC(CC1)(C1=C(C(=CC=C1F)Cl)Cl)NC=1C=C2C(N(C=NC2=C(C1)F)C([2H])([2H])[2H])=O